NC1=CC=C(C=C1)C1=COC=C1C1=CC=C(C=C1)O 3-(4-aminophenyl)-4-(4-hydroxyphenyl)-furan